(R)-N-(5-(5-cyclopropyl-1,2,4-oxadiazol-3-yl)-2,3-dihydro-1H-inden-1-yl)-2-methylisonicotinamide C1(CC1)C1=NC(=NO1)C=1C=C2CC[C@H](C2=CC1)NC(C1=CC(=NC=C1)C)=O